FC=1C=C(C=CC1)NC(=O)NC1=CC(=CC=C1)C (3-fluorophenyl)-3-(3-methylphenyl)urea